Pyrazolo[4,3-b]Indole-7-sulfonamide N1=NC=C2N=C3C=CC(=CC3=C21)S(=O)(=O)N